(S)-3-(4-(4-((8-azidooctyl)oxy)naphthalen-1-yl)phenyl)-3-(2-(4-((4-methylpyridin-2-yl)amino)butanamido)acetamido)propanoic acid N(=[N+]=[N-])CCCCCCCCOC1=CC=C(C2=CC=CC=C12)C1=CC=C(C=C1)[C@H](CC(=O)O)NC(CNC(CCCNC1=NC=CC(=C1)C)=O)=O